(Z)-(2-((2-amino-6-(cyclopropylamino)-1H-purin-9(6H)-yl)methylene)cyclopropane-1,1-diyl)dimethanol NC=1NC(C=2N=CN(C2N1)\C=C\1/C(C1)(CO)CO)NC1CC1